[Li].NC=1C=C(C=CC1)S(=O)(=O)O 3-aminobenzenesulfonic acid lithium